(S)-1-(6-amino-5-((2-(trifluoromethyl)pyridin-3-yl)thio)pyrazin-2-yl)-4'H,6'H-spiro[piperidine-4,5'-pyrrolo[1,2-b]pyrazol]-4'-amine NC1=C(N=CC(=N1)N1CCC2([C@@H](C=3N(N=CC3)C2)N)CC1)SC=1C(=NC=CC1)C(F)(F)F